C(CC)NCCO 2-(propylamino)-1-ethanol